S(=O)(=O)(O)CCCS(=O)(=O)[O-] sulfopropylsulfonate